7-bromo-2,3-dihydro-1H-inden-4-amine BrC1=CC=C(C=2CCCC12)N